6-[4-[[[2-(2,6-dioxo-3-piperidyl)-1,3-dioxo-isoindolin-4-yl]amino]methyl]triazol-1-yl]hexanoic acid O=C1NC(CCC1N1C(C2=CC=CC(=C2C1=O)NCC=1N=NN(C1)CCCCCC(=O)O)=O)=O